S(N)(OC1=C(C=CC=C1)CC(N1CCC(CC1)C1=C(C=CC=C1)C(F)(F)F)=O)(=O)=O 2-(2-oxo-2-(4-(2-(trifluoromethyl)phenyl)piperidin-1-yl)ethyl)phenyl sulfamate